N-(3-hydroxy-2,2-dimethylpropionyl)-O-(trans-3-(2-(5,6,7,8-tetrahydro-1,8-naphthyridin-2-yl)ethyl)cyclobutyl)homoserine OCC(C(=O)N[C@@H](CCO[C@@H]1C[C@H](C1)CCC1=NC=2NCCCC2C=C1)C(=O)O)(C)C